BrC1=C2CCN(CC2=CC=C1)C 5-bromo-2-methyl-1,2,3,4-tetrahydroisoquinoline